5-chloro-7-(5-fluoro-3-pyridinyl)-3-methyl-pyrazolo[1,5-a]Pyrimidine ClC1=NC=2N(C(=C1)C=1C=NC=C(C1)F)N=CC2C